Methyl ((((1S,4R)-4-(2-amino-6-methoxy-9H-purin-9-yl)cyclopent-2-en-1-yl)methoxy)(4-chloro-3-fluorophenoxy)phosphoryl)-L-alaninate NC1=NC(=C2N=CN(C2=N1)[C@H]1C=C[C@H](C1)COP(=O)(OC1=CC(=C(C=C1)Cl)F)N[C@@H](C)C(=O)OC)OC